(R)-3-((1-(2-(4-(5-amino-1H-indazol-1-yl)piperidin-1-yl)-3,6-dimethyl-4-oxo-3,4-dihydroquinazolin-8-yl)ethyl)amino)-6-chloro-N-(methylsulfonyl)picolinamide NC=1C=C2C=NN(C2=CC1)C1CCN(CC1)C1=NC2=C(C=C(C=C2C(N1C)=O)C)[C@@H](C)NC=1C(=NC(=CC1)Cl)C(=O)NS(=O)(=O)C